3,4-dibromo-5-trifluoromethyl-aniline BrC=1C=C(N)C=C(C1Br)C(F)(F)F